(S)-Methyl-(5-((2-amino-4-fluoro-2,4-dimethylpentyl)oxy)-4-difluoromethyl-(2,4'-bipyridine)-2'-yl)-carbamate COC(NC1=NC=CC(=C1)C1=NC=C(C(=C1)C(F)F)OC[C@@](CC(C)(C)F)(C)N)=O